(S)-4-(5,5-difluoro-3-((fluoromethyl)sulfonyl)-4-hydroxyl-4,5,6,7-tetrahydro-1H-indol-1-yl)-2-(trifluoromethyl)benzonitrile FC1([C@H](C=2C(=CN(C2CC1)C1=CC(=C(C#N)C=C1)C(F)(F)F)S(=O)(=O)CF)O)F